C1(=CC=CC=C1)NC=1C2=C(N=C(N1)C1=CC=CC=C1)NC=C2 N,2-Diphenyl-7H-pyrrolo[2,3-d]pyrimidin-4-amine